2,4,6-trifluoro-benzenepentanoic acid FC1=C(C(=CC(=C1)F)F)CCCCC(=O)O